C(C1=CC=CC=C1)N1C(C(C2=CC=CC=C12)(O)CC(=O)C1=CC=C(C=C1)Cl)=O 1-benzyl-3-(2-(4-chlorophenyl)-2-oxoethyl)-3-hydroxyindol-2-one